N-((1s,4s)-4-((7-morpholino-1,6-naphthyridin-5-yl)oxy)cyclohexyl)thieno[3,2-d]pyrimidin-4-amine O1CCN(CC1)C1=NC(=C2C=CC=NC2=C1)OC1CCC(CC1)NC=1C2=C(N=CN1)C=CS2